citric acid monoazide C(CC(O)(C(=O)O)CC(=O)O)(=O)N=[N+]=[N-]